2-[4-[(E)-3-[4-[2-[Di(propan-2-yl)amino]-2-oxoethoxy]-3-ethoxyphenyl]prop-2-enoyl]phenoxy]propanoic acid CC(C)N(C(COC1=C(C=C(C=C1)/C=C/C(=O)C1=CC=C(OC(C(=O)O)C)C=C1)OCC)=O)C(C)C